2-[3-[4-(3,3-difluoroazetidine-1-carbonyl)-3-(difluoromethoxy)-5-methoxy-phenyl]imidazo[1,2-a]pyridin-7-yl]-2-methyl-propanenitrile FC1(CN(C1)C(=O)C1=C(C=C(C=C1OC)C1=CN=C2N1C=CC(=C2)C(C#N)(C)C)OC(F)F)F